COC(CCSC1=C(C(=NC(=C1)NC(=O)OC(C)(C)C)C)Cl)=O 3-((6-((tert-Butoxycarbonyl)amino)-3-chloro-2-methylpyridin-4-yl)thio)propanoic acid methyl ester